7-((1r,4r)-4-(5-fluoro-1-methyl-1H-pyrazolo[3,4-b]pyridin-4-yl)cyclohexyl)-3-methyl-5-((3-(trifluoromethyl)pyridin-2-yl)methyl)pyrido[2,3-b]pyrazin-6(5H)-one FC=1C(=C2C(=NC1)N(N=C2)C)C2CCC(CC2)C2=CC=1C(=NC(=CN1)C)N(C2=O)CC2=NC=CC=C2C(F)(F)F